((2R,3R,4R,5R)-4-acetoxy-5-(4,6-dichloro-1H-pyrazolo[3,4-b]pyridin-1-yl)-3-ethynyl-3-hydroxytetrahydrofuran-2-yl)methyl benzoate C(C1=CC=CC=C1)(=O)OC[C@H]1O[C@H]([C@@H]([C@@]1(O)C#C)OC(C)=O)N1N=CC=2C1=NC(=CC2Cl)Cl